NC1=C(SC2=NC(=CC=C21)C)C(=O)NCCC=2C=C1CCCC1=CC2 (S)-5-(2-(3-Amino-6-methylthieno[2,3-b]pyridin-2-carboxamido)ethyl)-2,3-dihydro-1H-inden